6-(4-fluorophenyl)-5-(2-methyl-2H-indazol-6-yl)isoindolin-1-one FC1=CC=C(C=C1)C1=C(C=C2CNC(C2=C1)=O)C=1C=CC2=CN(N=C2C1)C